2-fluoro-N-((1-(2-hydroxyethyl)-1H-pyrazol-4-yl)methyl)-N-methylbenzamide FC1=C(C(=O)N(C)CC=2C=NN(C2)CCO)C=CC=C1